COC=1C=C(C=CC1OCC=1C=NC(=CC1)OC)NC1=C(C=2N=C(C=NC2C=C1)N1CCC(CC1)N1CCOCC1)C#N 6-((3-methoxy-4-((6-methoxypyridin-3-yl)methoxy)phenyl)amino)-3-(4-morpholino-piperidin-1-yl)quinoxaline-5-carbonitrile